7-chloro-1,5-dihydrospiro[1-benzazepine-4,2'-[1,3]dioxepan]-2(3H)-one ClC=1C=CC2=C(CC3(OCCCCO3)CC(N2)=O)C1